N-(4-cyclohexylphenyl)-2-(3,6-dihydro-2H-pyran-4-yl)-6,7-dihydro-5H-pyrrolo[3,4-d]pyrimidin-4-amine C1(CCCCC1)C1=CC=C(C=C1)NC=1C2=C(N=C(N1)C=1CCOCC1)CNC2